NC1=NC=NC2=C1C1=C(CNC(N3C1=CC=1C=CC(=CC31)OC)=O)N2C(C)C 1-amino-5-isopropyl-11-methoxy-6,7-dihydropyrimido[5'',4'':4',5']pyrrolo[2',3':5,6][1,3]diazepino[1,7-a]indol-8(5H)-one